methyl 7-bromo-1,3-dihydroisobenzofuran-4-carboxylate BrC1=CC=C(C=2COCC12)C(=O)OC